1-(2-(4-(2-chlorophenyl)-1H-imidazol-2-yl)piperidin-1-yl)-2-(methylthio)propan-1-one ClC1=C(C=CC=C1)C=1N=C(NC1)C1N(CCCC1)C(C(C)SC)=O